C(C1=CC=CC=C1)OC(=O)N1N=CC2=C(C=CC=C12)C1=NC(=NC=C1Cl)C(=O)O 4-(1-((benzyloxy)carbonyl)-1H-indazol-4-yl)-5-chloropyrimidine-2-carboxylic acid